(5-chloro-3-cyclopropylpyrazolo[1,5-a]pyrimidin-7-yl)((5-(trifluoromethyl)imidazo[1,2-a]pyridin-2-yl)methyl)carbamic acid tert-butyl ester C(C)(C)(C)OC(N(CC=1N=C2N(C(=CC=C2)C(F)(F)F)C1)C1=CC(=NC=2N1N=CC2C2CC2)Cl)=O